tert-butyl N-[[7-[5-(5-cyano-7-fluoro-3-methyl-6-quinolyl)-1-methyl-pyrazol-4-yl]-4-oxo-3H-phthalazin-1-yl]methyl]carbamate C(#N)C1=C2C=C(C=NC2=CC(=C1C1=C(C=NN1C)C1=CC=C2C(NN=C(C2=C1)CNC(OC(C)(C)C)=O)=O)F)C